magnesium oxide selenium [Se+2].[O-2].[Mg+2].[O-2]